phenoxyformylpropanol cyanate [O-]C#N.O(C1=CC=CC=C1)C(=O)C(CC)O